5-(tert-butyl) 4-methyl (S)-1-methyl-4,6-dihydropyrrolo[3,4-c]pyrazole-4,5(1H)-dicarboxylate CN1N=CC2=C1CN([C@@H]2C(=O)OC)C(=O)OC(C)(C)C